NCC=1C(=C(C=CC1)C1=NN2C(C(=N1)C(=O)NC1=C(C=CC=C1)CC(=O)OCC)=CC=C2C)F ethyl 2-(2-(2-(3-(aminomethyl)-2-fluorophenyl)-7-methylpyrrolo[2,1-f][1,2,4]triazine-4-carboxamido)phenyl)acetate